6-Benzoyl-2-{2-O-[tert-butyl-(dimethyl)silyl]-β-D-ribofuranosyl}-6,7,8,9-tetrahydro-2H-2,3,5,6-tetraazabenzo[cd]azulene C(C1=CC=CC=C1)(=O)N1C=2C3=C(N(C=C3CCC1)[C@H]1[C@H](O[Si](C)(C)C(C)(C)C)[C@H](O)[C@H](O1)CO)N=CN2